deuteriooxymethane [2H]OC